FC1C(C1)C(=O)NC=1SC2=C(N1)C=CC(=C2)C2=C(C=CC(=C2)C#CC2=NC=CC=C2)C 2-fluoro-N-(6-(2-methyl-5-(pyridin-2-ylethynyl)phenyl)benzo[d]thiazol-2-yl)cyclopropane-1-carboxamide